CC1(N(CC2=C1N=C(N=C2N2[C@@H](COCC2)C)C2=C1C=CNC1=CC=C2)C(C2=CC(=C(C=C2)OC)OC)=O)C (R)-7,7-Dimethyl-2-(1H-indol-4-yl)-6-(3,4-dimethoxybenzoyl)-4-(3-methylmorpholine-4-yl)-6,7-dihydro-5H-pyrrolo[3,4-d]pyrimidine